ClC=1C=C(C(=C2C=NNC12)C1=CC(C(C(N1)=O)=O)C=1C(=NC=CC1C)C(C)C)C 7-chloro-4-(2-isopropyl-4-methylpyridin-3-yl)-6-(5-methyl-1H-indazol-4-yl)-2,3-dioxo-3,4-dihydropyridin